5-((5-methyl-4-(phenylamino)pyrimidin-2-yl)amino)-7-(trifluoromethyl)benzo[c][1,2]oxaborol-1(3H)-ol CC=1C(=NC(=NC1)NC1=CC2=C(B(OC2)O)C(=C1)C(F)(F)F)NC1=CC=CC=C1